C1=CC(C=CC1O)(CC(=O)C(=O)O)C(=O)O The molecule is an oxo dicarboxylic acid that consists of 4-hydroxycyclohexa-2,5-diene-1-carboxylic acid substituted by a 2-carboxy-2-oxoethyl group at position 1. It has a role as a plant metabolite and an Escherichia coli metabolite. It is a conjugate acid of a prephenate(2-) and a (1s,4s)-prephenate(2-).